CC(C)C1=CC=CC=C1 i-propyl-benzene